1-[1-(3-fluorophenyl)pyrazol-3-yl]-3-[(4S)-8-methylchroman-4-yl]urea FC=1C=C(C=CC1)N1N=C(C=C1)NC(=O)N[C@H]1CCOC2=C(C=CC=C12)C